Cl.Cl.N=1C=CN2C1SC1=C2C=NC(=C1)C(=O)N imidazo[2',1':2,3]thiazolo[4,5-c]pyridine-7-carboxamide dihydrochloride